F[C@H]1CNCC[C@@H]1OCC#CC1=CC=CC=2N(C(N(C21)C)=O)C2C(NC(CC2)=O)=O 3-[4-[3-[[(3s,4s)-3-fluoro-4-piperidinyl]oxy]prop-1-ynyl]-3-methyl-2-oxo-benzoimidazol-1-yl]piperidine-2,6-dione